C(CCCCCCCCCCCCCCC)(=O)OC trans-methyl palmitate